FC=1C=C(C=C(C1)OC(F)(F)F)NC(=O)NC1CC2(CN(C2)C(=O)C2=C3N(N=C2)C=CN3C)C1 1-(3-fluoro-5-(trifluoromethoxy)phenyl)-3-(2-(1-methyl-1H-imidazo[1,2-b]pyrazole-7-carbonyl)-2-azaspiro[3.3]heptan-6-yl)urea